heptacosane-6,8-diol CCCCCC(CC(CCCCCCCCCCCCCCCCCCC)O)O